(S)-2-((((9H-fluoren-9-yl)methoxy)carbonyl)amino)-3-(1H-pyrrolo[2,3-b]pyridin-3-yl)propanoic acid C1=CC=CC=2C3=CC=CC=C3C(C12)COC(=O)N[C@H](C(=O)O)CC1=CNC2=NC=CC=C21